NC1=NC=CC(=C1Cl)OC1=C(C=C(C=C1)C1=NN(C(=C1C(=O)N)C1=CC=CC=C1)C1=CC=CC=C1)F (4-((2-amino-3-chloropyridin-4-yl)oxy)-3-fluorophenyl)-1,5-diphenyl-1H-pyrazole-4-carboxamide